FC(C1=C(OC2CCN(CC2)C2=CC=C(N=N2)C2=NN=C(S2)CO)C=CC=C1)(F)F (5-(6-(4-(2-(trifluoromethyl)phenoxy)piperidin-1-yl)pyridazin-3-yl)-1,3,4-thiadiazol-2-yl)methanol